N-((S)-(4,4-difluorocyclohexyl)(5-((S)-2-methoxy-1-((S)-2-oxo-4-(trifluoromethyl)imidazolidin-1-yl)ethyl)benzo[d]oxazol-2-yl)methyl)-2,2-difluoro-2-(6-methoxy-pyridin-3-yl)acetamide FC1(CCC(CC1)[C@H](NC(C(C=1C=NC(=CC1)OC)(F)F)=O)C=1OC2=C(N1)C=C(C=C2)[C@@H](COC)N2C(N[C@@H](C2)C(F)(F)F)=O)F